2-[3-ethyl-5-oxo-8-(propan-2-yl)pyrazolo[1,5-a]pyrido[3,2-e]pyrimidin-4(5H)-yl]-N-(5-fluoropyridin-2-yl)acetamide C(C)C=1C=NN2C1N(C(C1=C2N=C(C=C1)C(C)C)=O)CC(=O)NC1=NC=C(C=C1)F